CC=1C=C(C=CC1OC(F)(F)F)C1=CC=C(S1)C=O 5-(3-methyl-4-(trifluoromethoxy)phenyl)thiophene-2-carboxaldehyde